CC1=C(C=C(C(=O)NCC=2N=NC=C(C2)C2=CC=CC=C2)C=C1)S(=O)(=O)C 4-methyl-3-(methylsulfonyl)-N-((5-phenylpyridazin-3-yl)methyl)benzamide